BrC=1C=CC2=C(C1)OC1(C3=C2N=C(S3)NC(=O)C=3C(=NC=NC3OC)OC)CNC1 N-(7'-bromospiro[azetidine-3,4'-chromeno[4,3-d]thiazol]-2'-yl)-4,6-dimethoxypyrimidine-5-carboxamide